ClC1=C(C=CC(=C1)C(F)(F)F)COC1CN(C1)C(=O)N1C[C@@H]2[C@@H](OCC(N2)=O)CC1 (4aR,8aS)-6-[3-[[2-chloro-4-(trifluoromethyl)phenyl]methoxy]azetidine-1-carbonyl]-4,4a,5,7,8,8a-hexahydropyrido[4,3-b][1,4]oxazin-3-one